6'-chloro-2'-oxo-r-(pyrimidin-5-yl)-1,3-dihydrospiro[indene-2,3'-indoline]-5-carboxylic acid ClC1=CC=C2[C@@]3(C(N(C2=C1)C=1C=NC=NC1)=O)CC1=CC=C(C=C1C3)C(=O)O